COC([C@H]1NC[C@@H](C1C=O)O)=O 3-formyl-hydroxyproline methyl ester